N-(5-((cyclopropylmethylamino)(pyridin-4-yl)methyl)-2-fluorophenyl)-3-(trifluoromethyl)-1H-pyrazole-5-carboxamide C1(CC1)CNC(C=1C=CC(=C(C1)NC(=O)C1=CC(=NN1)C(F)(F)F)F)C1=CC=NC=C1